benzyl 8-[2-(dimethylamino)-5-[(4-phenyl-1-piperidyl)sulfonyl]phenyl]-3,8-diazabicyclo[3.2.1]octane-3-carboxylate CN(C1=C(C=C(C=C1)S(=O)(=O)N1CCC(CC1)C1=CC=CC=C1)N1C2CN(CC1CC2)C(=O)OCC2=CC=CC=C2)C